C=CN=N diazabutadiene